2-((2S,3R)-3-((tert-Butyldimethylsilyl)oxy)-2-(cyclopentyloxy)-3-(4-formyl-3-methoxyphenyl)propyl)-6-methoxybenzo[d]thiazole-4-carboxylic acid ethyl ester C(C)OC(=O)C=1C=C(C=C2C1N=C(S2)C[C@@H]([C@@H](C2=CC(=C(C=C2)C=O)OC)O[Si](C)(C)C(C)(C)C)OC2CCCC2)OC